2-Nitromethyl-1,4-butanediol [N+](=O)([O-])CC(CO)CCO